(S)-3-(((6-(methyl(4-propylphenyl)amino)-1,2,3,4-tetrahydroisoquinolin-1-yl)methyl)amino)isonicotinic acid CN(C=1C=C2CCN[C@@H](C2=CC1)CNC1=C(C(=O)O)C=CN=C1)C1=CC=C(C=C1)CCC